(2-methylpyridin-3-yl)-5-(4,4,5,5-tetramethyl-1,3,2-dioxaborolan-2-yl)pyrimidin-4-amine CC1=NC=CC=C1C1=NC=C(C(=N1)N)B1OC(C(O1)(C)C)(C)C